OC1=NOC2=C(C=C1)C=CC(=C2O)CN2CCC(CC2)C(CCCC)=O 3,9-dihydroxy-8-((4-pentanoylpiperidin-1-yl)methyl)benzo[5,6]oxazepin